C(=O)(OC(C)(C)C)N1C[C@@H](CC1)N (R)-N-Boc-3-aminopyrrolidine